FC1=C(C=C(C(=C1)I)F)NC1=C(C(=O)OC)C=C(C(=C1F)F)/C=N/NS(=O)(=O)C1=CC=C(C=C1)C methyl (E)-2-((2,5-difluoro-4-iodophenyl)amino)-3,4-difluoro-5-((2-(4-methylphenyl)sulfonylhydrazono)methyl)benzoate